2-fluoro-5-(4-(3-(8-fluoro-1-oxo-1,2-dihydroisoquinolin-3-yl)propionyl)piperazin-1-yl)benzonitrile FC1=C(C#N)C=C(C=C1)N1CCN(CC1)C(CCC=1NC(C2=C(C=CC=C2C1)F)=O)=O